2-[5-(5-{(R)-Hydroxy-(3-methyl-azetidin-3-yl)-[4-(2,2,2-trifluoro-ethyl)-phenyl]-methyl}-pyridin-3-yl)-[1,2,4]oxadiazol-3-yl]-2-methyl-propan-1-ol O[C@](C=1C=C(C=NC1)C1=NC(=NO1)C(CO)(C)C)(C1=CC=C(C=C1)CC(F)(F)F)C1(CNC1)C